methyl 2-(1-(1-(4-chloro-3-fluorophenyl)-3,3-dimethyl-2,3-dihydro-1H-pyrrolo[3,2-b]pyridine-5-carbonyl)piperidin-4-yl)acetate ClC1=C(C=C(C=C1)N1CC(C2=NC(=CC=C21)C(=O)N2CCC(CC2)CC(=O)OC)(C)C)F